1,4,5-trimethyl-1H-pyrazole CN1N=CC(=C1C)C